1-(3-pyridinyl)butane-1,3-dione N1=CC(=CC=C1)C(CC(C)=O)=O